FC1=C(C=CC(=C1F)OC1=NC=CC=C1C1=NC(=NC=C1)N[C@@H]1CNCCC1)NS(=O)(=O)C1=CC(=CC=C1)OC(F)(F)F (S)-N-(2,3-difluoro-4-((3-(2-(piperidin-3-ylamino)pyrimidin-4-yl)pyridin-2-yl)oxy)phenyl)-3-(trifluoromethoxy)benzenesulfonamide